BrC1=C2CCCN(C2=CC=C1)C1=NC=2N(C3=CC=C(C(=C13)F)F)C(=NN2)C 5-(5-bromo-3,4-dihydro-2H-quinolin-1-yl)-6,7-difluoro-1-methyl-[1,2,4]triazolo[4,3-a]quinazoline